[Ca+2].NOC=1C(C(=O)[O-])=CC=CC1.NOC=1C(C(=O)[O-])=CC=CC1 aminosalicylate calcium